1-[6-chloro-2-[3-(difluoromethyl)-5-methoxy-pyrazol-1-yl]-3-pyridinyl]ethanone ClC1=CC=C(C(=N1)N1N=C(C=C1OC)C(F)F)C(C)=O